(S)-8-(4-(2,2-Difluoroethyl)-1-((5-methoxy-7-methyl-1H-indol-4-yl)methyl)piperazin-2-yl)-3,4-dihydro-2H-benzo[b][1,4]oxazine-5-carboxylic acid FC(CN1C[C@@H](N(CC1)CC1=C2C=CNC2=C(C=C1OC)C)C1=CC=C(C2=C1OCCN2)C(=O)O)F